2-(4-Fluorophenyl)-N-{4-[5-methyl-4-oxo-3-(3-thienyl)-4,5-dihydro-1H-pyrrolo[3,2-c]pyridin-2-yl]pyridin-2-yl}propanamid FC1=CC=C(C=C1)C(C(=O)NC1=NC=CC(=C1)C1=C(C=2C(N(C=CC2N1)C)=O)C1=CSC=C1)C